2-isopropylpyridin C(C)(C)C1=NC=CC=C1